C1(CCCCC1)C[C@H](C(=O)N1CC2(CCCC2)C(CC1)(O)CN1C(C2=NC=CC=C2C1)=O)C 6-((7-((R)-3-Cyclohexyl-2-methylpropanoyl)-10-hydroxy-7-azaspiro[4.5]decan-10-yl)methyl)-5,6-dihydro-7H-pyrrolo[3,4-b]pyridin-7-one